6α,9-difluoro-11β,17,21-trihydroxypregna-1,4-diene-3,20-dione 21-acetate 17-butyrate CCCC(=O)O[C@@]1(CC[C@@H]2[C@@]1(C[C@@H]([C@]3([C@H]2C[C@@H](C4=CC(=O)C=C[C@@]43C)F)F)O)C)C(=O)COC(=O)C